2-(4-methoxyphenyl)-3-oxopentanoic acid methyl ester COC(C(C(CC)=O)C1=CC=C(C=C1)OC)=O